Dihydropyridazinooxazepine N1NC=CC2=C1C=CC=NO2